FC1=C(C=CC(=C1)F)C1=NC(=CN2C1=NC(=C(C2=O)F)C)[C@@H]2C[C@@H](O[C@@H](C2)C=2C=NN(C2)C)C 9-(2,4-difluorophenyl)-3-fluoro-2-methyl-7-((2S,4R,6S)-2-methyl-6-(1-methyl-1H-pyrazol-4-yl)tetrahydro-2H-pyran-4-yl)-4H-pyrazino[1,2-a]pyrimidin-4-one